COC=1C=C(CN2C=NC=3C2=NC=C(C3)N3N=NC(=C3)C3CNCCC3)C=CC1OCC=1C=NC(=CC1)OC 3-(3-Methoxy-4-((6-methoxypyridin-3-yl)methoxy)benzyl)-6-(4-(piperidin-3-yl)-1H-1,2,3-triazol-1-yl)-3H-imidazo[4,5-b]pyridine